piperidine-1,2-dicarboxylic acid O2-benzyl O1-tert-butyl ester C(C)(C)(C)OC(=O)N1C(CCCC1)C(=O)OCC1=CC=CC=C1